1-nonyl-1-butylpyrrolidinium chloride [Cl-].C(CCCCCCCC)[N+]1(CCCC1)CCCC